BrC\C(\CNC(OC(C)(C)C)=O)=C\F tert-butyl (e)-(2-(bromomethyl)-3-fluoroallyl)carbamate